N[C@@H]1[C@H]([C@H](N(C1)C(=O)OC(C)(C)C)C(=O)OC)CCCB1OC(C(O1)(C)C)(C)C 1-(tert-butyl) 2-methyl (2S,3R,4R)-4-amino-3-(3-(4,4,5,5-tetramethyl-1,3,2-dioxaborolan-2-yl)propyl)pyrrolidine-1,2-dicarboxylate